C1(CC1)N1N=CC(=C1)[C@H]1C=C(CCO1)C1=NC2=NC(=C(N=C2C(=N1)C1=C(C=C(C=C1)OC(F)F)F)C)C 2-[(6R)-6-(1-cyclopropylpyrazol-4-yl)-3,6-dihydro-2H-pyran-4-yl]-4-[4-(difluoromethoxy)-2-fluoro-phenyl]-6,7-dimethyl-pteridine